C(C1=CC=CC=C1)N(C(=O)C1=CC=C(C=C1)B(O)O)CC 4-(BENZYL(ETHYL)CARBAMOYL)PHENYLBORONIC ACID